1-(4-cyclopropyl-2-hydroxyphenyl)-N-((3R,5S)-5-methyl-1-(1H-tetrazol-5-yl)piperidin-3-yl)cyclopropane-1-carboxamide C1(CC1)C1=CC(=C(C=C1)C1(CC1)C(=O)N[C@H]1CN(C[C@H](C1)C)C1=NN=NN1)O